ClC1=C(C=C(C=C1)F)C1NC(CC2=C1C(=NN2C(=O)NC)NC(C2=CC(=CC(=C2)C(F)(F)F)F)=O)=O 4-(2-Chloro-5-fluorophenyl)-3-(3-fluoro-5-trifluoromethylbenzoylamino)-N-methyl-6-oxo-4,5,6,7-tetrahydro-1H-pyrazolo[4,3-c]pyridine-1-carboxamide